(4-(difluoromethyl)-1,3-dimethylpiperidin-3-yl)methanol FC(C1C(CN(CC1)C)(C)CO)F